Methyl 4-(2-(6-chloro-2-methoxypyridin-3-yl)acetamido)-3-((2-methoxyethyl)amino)benzoate ClC1=CC=C(C(=N1)OC)CC(=O)NC1=C(C=C(C(=O)OC)C=C1)NCCOC